N[C@H](CC1=C(C2=NC(=CC(=C2S1)NCC=1SC=CC1)C#N)C#N)C 2-[(2s)-2-aminopropyl]-7-{[(thiophen-2-yl)methyl]amino}thieno[3,2-b]pyridine-3,5-dicarbonitrile